CC1=C(C(=CC=C1)C)C=1C=C(C=NC1)[C@H](CC(=O)O)NC(C(CC(C)C)N1C(C=C(C(=C1)F)C)=O)=O (3S)-3-(5-(2,6-dimethylphenyl)pyridin-3-yl)-3-(2-(5-fluoro-4-methyl-2-oxopyridin-1(2H)-yl)-4-methylpentanamido)propanoic acid